C1(=CC=CC2=CC=CC=C12)C=NS(=O)C(C)(C)C N-((naphthalen-1-yl)methylene)-2-methylpropane-2-sulfinamide